CS(=O)(=O)C=1C=C(C=CC1)C(CCN1C(CC(CC1)C1=CC(=CC=C1)S(=O)(=O)C)=O)C1=CC(=CC=C1)S(=O)(=O)C 1-(3,3-bis(3-(methylsulfonyl)phenyl)propyl)-4-(3-(methyl-sulfonyl)phenyl)piperidone